6-methyl-1,4-dihydropyridine-3,5-dicarboxylic acid dimethyl ester COC(=O)C1=CNC(=C(C1)C(=O)OC)C